ClC=1C=NN2C1N=C(NC1=C2C=C(C=C1)N1CCCC1)C1=C(C=CC=C1F)F 3-chloro-5-(2,6-difluorophenyl)-9-(pyrrolidin-1-yl)-6H-benzo[f]pyrazolo[1,5-a][1,3,5]triazepine